CN1C(C2(OC3=C(C=C(C=C3)CCC(=O)OC)C23C(N(C2=CC=CC=C32)C)=O)C3=CC=CC=C13)=O Methyl 3-(1,1''-dimethyl-2,2''-dioxodispiro[indoline-3,2'-benzofuran-3',3''-indolin]-5'-yl)-propanoate